C(#N)C1(CC1)NC(C1=C(C=CC(=C1)F)N[C@H](C)C=1C=C(C=C2C(N(C(=NC12)SC)C)=O)C)=O N-(1-cyanocyclopropyl)-2-[[(1R)-1-(3,6-dimethyl-2-methylsulfanyl-4-oxo-quinazolin-8-yl)ethyl]amino]-5-fluoro-benzamide